tert-butyl ((1R)-3-hydroxy-3-(nitromethyl)cyclopentyl)carbamate OC1(C[C@@H](CC1)NC(OC(C)(C)C)=O)C[N+](=O)[O-]